(S)-2-(1-methyl-1,2,3,6-tetrahydropyridin-4-yl)-5-(5-methyl-3,4,5,6-tetrahydropyridin-2-yl)benzo[d]thiazole CN1CCC(=CC1)C=1SC2=C(N1)C=C(C=C2)C2=NC[C@H](CC2)C